2-methyl-1-(phenylsulfonyl)-1H-pyrrole-3-carboxylic acid ethyl ester C(C)OC(=O)C1=C(N(C=C1)S(=O)(=O)C1=CC=CC=C1)C